4-chloro-1-(2-(1-(cyclopropanecarbonyl)piperidin-4-yl)ethyl)-N-(5-((4-fluorophenyl)ethynyl)-3-methylpyridin-2-yl)-1H-pyrazole-3-carboxamide ClC=1C(=NN(C1)CCC1CCN(CC1)C(=O)C1CC1)C(=O)NC1=NC=C(C=C1C)C#CC1=CC=C(C=C1)F